ClC=1C=CC=C2[C@H](CCOC12)NC(=O)NC1=NN(C=C1)C1=CC=C(C=C1)C1(CC1)NC(OC(C)(C)C)=O tert-butyl N-[1-[4-[3-[[(4S)-8-chlorochroman-4-yl] carbamoyl amino] pyrazol-1-yl]phenyl]cyclopropyl]carbamate